N1C(=NC=C1)C1=NC=CC=C1 2-(imidazol-2-yl)pyridine